hexaaminotriphenylene copper [Cu].NC=1C(=C2C=3C(=C(C(=C(C3C3=CC=CC=C3C2=CC1)N)N)N)N)N